2-amino-4-(trifluoromethanesulfonyl)phenol NC1=C(C=CC(=C1)S(=O)(=O)C(F)(F)F)O